2-(2-sulfamoyl-vinyl)pyrrolidine-1-carboxylic acid tert-butyl ester C(C)(C)(C)OC(=O)N1C(CCC1)C=CS(N)(=O)=O